2-((5-(2-Aminopropan-2-yl)-8-methoxy-2,7-naphthyridin-3-yl)amino)-7,7-dimethyl-7,8-dihydroquinolin-5(6H)-one NC(C)(C)C1=C2C=C(N=CC2=C(N=C1)OC)NC1=NC=2CC(CC(C2C=C1)=O)(C)C